N-(1',2-dihydroxy-1,2'-binaphthalen-4'-yl)-4-methoxybenzenesulfonamide 2-hydroxy-4-[(6-hydroxy-7-methoxy-3-oxo-1-benzofuran-2-ylidene)methyl]phenolate OC1=C(C=CC(=C1)C=C1OC2=C(C1=O)C=CC(=C2OC)O)[O-].OC2=C(C=C(C1=CC=CC=C21)NS(=O)(=O)C2=CC=C(C=C2)OC)C2=C(C=CC1=CC=CC=C21)O